S1C=CC2=C1C=CC=C2 benzo[4,5]thiophen